(R)-N-(8,9-difluoro-6-oxo-1,2,3,4,5,6-hexahydrobenzo[c][1,7]naphthyridin-1-yl)-8-(difluoromethyl)-N-methylindolizine-2-carboxamide FC=1C(=CC2=C(C(NC=3CNC[C@@H](C23)N(C(=O)C=2C=C3C(=CC=CN3C2)C(F)F)C)=O)C1)F